gold(III) iodide [Au](I)(I)I